N=1N2C(C(=NC1)N)=NC=C2 IMIDAZO[2,1-F][1,2,4]TRIAZIN-4-AMIN